5-(4-fluorophenyl)-4-oxo-1-((tetrahydro-2H-pyran-4-yl)methyl)-1,4-dihydropyridine-3-carboxamide FC1=CC=C(C=C1)C=1C(C(=CN(C1)CC1CCOCC1)C(=O)N)=O